COC=1C=NC=C(C(=O)[O-])C1 5-methoxynicotinate